NC1=NC=2C=C(C(=CC2C2=C1C=NN2C)C(=O)N(C2COC1=NC(=CC=C12)C(F)(F)F)C=1N=CSC1)F 4-amino-7-fluoro-1-methyl-N-(thiazol-4-yl)-N-(6-(trifluoromethyl)-2,3-dihydrofuro[2,3-b]pyridin-3-yl)-1H-pyrazolo[4,3-c]quinolin-8-carboxamide